FC=1C=CC=2C(=C3N(C2C1)C1(C(C3C3=CC=CC=C3)C(C3=CC=CC=C31)=O)C=3NC1=CC(=CC=C1C3C)F)C 7-fluoro-4b-(6-fluoro-3-methyl-1H-indol-2-yl)-10-methyl-11-phenyl-11,11a-dihydroindeno[2',1':4,5]pyrrolo[1,2-a]indol-12(4bH)-one